N-(prop-2-yn-1-yl)cyclohexane-1-carboxamide methyl-6-(1-methylcyclobutyl)furo[2,3-b]pyrazine-2-carboxylate COC(=O)C=1N=C2C(=NC1)OC(=C2)C2(CCC2)C.C(C#C)NC(=O)C2CCCCC2